CN(C(NCCC[C@H](N)C(=O)O)=N)C Nω,ω-dimethyl-L-arginine